5-carboxypentenoyl-CoA C(=O)(O)CCC=CC(=O)SCCNC(CCNC([C@@H](C(COP(OP(OC[C@@H]1[C@H]([C@H]([C@@H](O1)N1C=NC=2C(N)=NC=NC12)O)OP(=O)(O)O)(=O)O)(=O)O)(C)C)O)=O)=O